BrC1=CC(=C(C=C1)NC(=O)C1(CCC(CC1)(C(=O)O)C([2H])([2H])[2H])C1=C(C=CC=C1)C(C)C)OC(F)F (1r,4r)-4-((4-bromo-2-(difluoromethoxy)phenyl)carbamoyl)-4-(2-isopropylphenyl)-1-(methyl-d3)cyclohexane-1-carboxylic acid